FC=1C=C2N(CCN(C2=CC1)C(=O)N[C@H]1CN(CC1)S(=O)(=O)C)C1=CC=C(C=C1)F (R)-6-fluoro-4-(4-fluorophenyl)-N-(1-(methylsulfonyl)pyrrolidin-3-yl)-3,4-dihydroquinoxaline-1(2H)-carboxamide